6-methyl-2-(2-morpholino-2-oxo-ethyl)-3-oxo-pyridazine-4-carboxylic acid ethyl ester C(C)OC(=O)C=1C(N(N=C(C1)C)CC(=O)N1CCOCC1)=O